C(C)(C)N1N=C(C2=CC=CC=C12)C1=C(C=CC=C1)[C@H](CC1=NC(=CC=C1)C)N[S@@](=O)C(C)(C)C (S)-N-{(S)-1-[2-(1-Isopropyl-1H-indazol-3-yl)phenyl]-2-[6-methylpyridin-2-yl]-ethyl}-2-methylpropane-2-sulfinamide